3-(2,4-difluorophenyl)-2-methyl-5-(4-(trifluoromethyl)phenyl)pyrazolo[1,5-a]pyrimidin FC1=C(C=CC(=C1)F)C=1C(=NN2C1N=C(C=C2)C2=CC=C(C=C2)C(F)(F)F)C